C(C)(C)(C)OC(=O)NC(C(=O)OC)CC1CCC2=C1N=CS2 methyl 2-(tert-butoxycarbonylamino)-3-(5,6-dihydro-4H-cyclopenta[d]thiazol-4-yl)propanoate